Nickel-Sulfid [Ni]=S